ClC1=CC=C(OC2=CC=C3C(CCOC3=C2C)NC(C=C)=O)C=C1 N-{7-(4-chlorophenoxy)-8-methylchroman-4-yl}acrylamide